F[C@@H]1C[C@@]2(CCCN2C1)COC=1N=C(C2=C(N1)C(=C(N=C2)C2=CC(=CC1=CC=C(C(=C21)C#C)F)O)F)N2[C@@H](COCC2)CC 4-(2-{[(2R,7as)-2-fluoro-hexahydro-1H-pyrrolizin-7a-yl]methoxy}-4-[(3R)-3-ethylmorpholin-4-yl]-8-fluoropyrido[4,3-d]pyrimidin-7-yl)-5-ethynyl-6-fluoronaphthalen-2-ol